2,5,6-trichloro-N-methylpyrimidine-4-amine ClC1=NC(=C(C(=N1)NC)Cl)Cl